4-nitro-N-(2-nitro-5-(pyrrolidin-1-yl)phenyl)-1H-pyrazole-3-carboxamide [N+](=O)([O-])C=1C(=NNC1)C(=O)NC1=C(C=CC(=C1)N1CCCC1)[N+](=O)[O-]